FC(C(=O)O)(F)F.CNCC(=O)O[C@@H]1OC[C@@H](CC1)NC=1C2=C(N=CN1)NC=C2C(C2=C(C=C(C=C2)OC2=CC(=CC=1C=C(OC12)C)F)Cl)=O ((2S,5R)-5-((5-(2-chloro-4-((5-fluoro-2-methylbenzofuran-7-yl) oxy) benzoyl)-7H-pyrrolo[2,3-d]pyrimidin-4-yl) amino) tetrahydro-2H-pyran-2-yl) methylglycinate 2,2,2-trifluoroacetate